tert-Butyl (S)-7-(4-(2-(2-aminopyridin-3-yl)-5-phenyl-3H-imidazo[4,5-b]pyridin-3-yl)benzyl)-2,7-diazaspiro[4.4]nonane-2-carboxylate NC1=NC=CC=C1C1=NC=2C(=NC(=CC2)C2=CC=CC=C2)N1C1=CC=C(CN2C[C@@]3(CCN(C3)C(=O)OC(C)(C)C)CC2)C=C1